ethyl 2-(7-(hydroxymethyl)-5-oxo-4,5-dihydro-2H-pyrazolo[3,4-c]isoquinolin-2-yl)-3-methylbutanoate OCC=1C=CC=2C=3C(NC(C2C1)=O)=NN(C3)C(C(=O)OCC)C(C)C